4-Chloro-7-methoxy-1-methyl-1H-pyrrolo[2,3-d]pyridazine ClC1=C2C(=C(N=N1)OC)N(C=C2)C